FC=1C=C(C=C2CC(CC12)CNCC[C@@H]1CN(C(O1)=O)C1=NC2=C(OCC(N2)=O)N=C1)OCC(=O)N 2-[[7-Fluoro-2-[[2-[(5R)-2-oxo-3-(3-oxo-4H-pyrazino[2,3-b][1,4]oxazin-6-yl)-1,3-oxazolidin-5-yl]ethylamino]methyl]-2,3-dihydro-1H-inden-5-yl]oxy]acetamide